BrC=1C2=C(C=3C(=NC(=NC3C1Cl)SCC)Cl)C(OC2)CC#N 2-(6-bromo-1,5-dichloro-3-ethylsulfanyl-7,9-dihydrofuro[3,4-f]quinazolin-9-yl)acetonitrile